FC1=C(CNC(C)=O)C=C(C(=C1)F)F N-(2,4,5-trifluorobenzyl)acetamide